4-(4-(vinylsulfonyl)-3,4-dihydro-2H-pyrido[4,3-b][1,4]oxazin-8-yl)benzonitrile C(=C)S(=O)(=O)N1C2=C(OCC1)C(=CN=C2)C2=CC=C(C#N)C=C2